tert-butyl N-[(3S,4R)-1-carbamoyl-4-[[4-(3-[[1-(2,6-dioxopiperidin-3-yl)-3-methyl-2-oxo-1,3-benzodiazol-4-yl]methoxy]propyl)phenyl]meth-oxy]pentan-3-yl]carbamate C(N)(=O)CC[C@@H]([C@@H](C)OCC1=CC=C(C=C1)CCCOCC1=CC=CC=2N(C(N(C21)C)=O)C2C(NC(CC2)=O)=O)NC(OC(C)(C)C)=O